4-(3,5-dimethoxy-4-methyl-phenyl)butanoic acid COC=1C=C(C=C(C1C)OC)CCCC(=O)O